3-(3-Chloro-5-((2,6-difluorobenzyl)oxy)phenyl)-5-(2,4-dimethoxypyrimidin-5-yl)-2H-[1,3'-bipyridin]-2-one ClC=1C=C(C=C(C1)OCC1=C(C=CC=C1F)F)C=1C(N(C=C(C1)C=1C(=NC(=NC1)OC)OC)C=1C=NC=CC1)=O